potassium N-tert-butylglycinate C(C)(C)(C)NCC(=O)[O-].[K+]